C1=CC=CC=2C3=CC=CC=C3C(C12)COC(=O)N[C@H](C(=O)N[C@H](C(=O)ON1C(C(CC1)=O)=O)CCCNC(=O)N)C(C)C Dioxopyrrolidin-1-yl (S)-2-((S)-2-((((9H-fluoren-9-yl) methoxy) carbonyl) amino)-3-methylbutanoylamino)-5-ureidovalerate